O1CCC(CC1)CS(=O)(=O)Cl (Tetrahydro-2H-pyran-4-yl)methanesulfonyl chloride